N-(5-(6-(3-fluoro-5-(trifluoromethyl)pyridin-2-yl)-1-oxo-3,4-dihydroisoquinolin-2(1H)-yl)-2-((2-methoxyethoxy)methoxy)phenyl)methanesulfonamide FC=1C(=NC=C(C1)C(F)(F)F)C=1C=C2CCN(C(C2=CC1)=O)C=1C=CC(=C(C1)NS(=O)(=O)C)OCOCCOC